6-methyl-4-(3-methylsulfonyl-5-phenylmethoxyphenyl)furo[2,3-c]pyridin-7-one CN1C(C2=C(C(=C1)C1=CC(=CC(=C1)OCC1=CC=CC=C1)S(=O)(=O)C)C=CO2)=O